1-chloro-3-chloromethyl-1,3,5-triazine ClN1CN(CN=C1)CCl